ClC=1C=CC=C2C(N(C(=NC12)C1=CC=C(C=C1)O)C)C 4-(8-chloro-3,4-dimethyl-4H-quinazolin-2-yl)phenol